CC1=C(C=C(C(=O)NCC2=NC=CC(=C2)C2=CC(=CC=C2)C2=NC=CC=C2)C=C1)S(=O)(=O)C 4-methyl-3-(methylsulfonyl)-N-((4-(3-(pyridin-2-yl)phenyl)pyridin-2-yl)methyl)benzamide